CN1C(NC2=C1C=C(C=C2)[N+](=O)[O-])=O 3-methyl-5-nitro-1H-benzimidazol-2-one